tert-butyl 4-{1-[(benzyloxy)carbonyl]piperidin-4-yl}piperazine-1-carboxylate C(C1=CC=CC=C1)OC(=O)N1CCC(CC1)N1CCN(CC1)C(=O)OC(C)(C)C